CC(CO[C@H]([C@@H]1CNC2=C(N1)N=CC=C2)C2=CC=CC=C2)C2=CC=C(C#N)C=C2 4-[1-methyl-2-[(S)-phenyl-[(3S)-1,2,3,4-tetrahydropyrido[2,3-b]pyrazin-3-yl]methoxy]ethyl]benzonitrile